ClC=1C=C2C(=CC1Cl)NC([C@]21CN(CC1)C(=O)C1CCC(CC1)O)=O (S)-5,6-dichloro-1'-((1s,4R)-4-hydroxycyclohex-ane-1-carbonyl)spiro[indoline-3,3'-pyrrolidin]-2-one